COC(=O)C1OC=CO1 Dioxacyclopentene-4-carboxylic acid methyl ester